8-[(2s,5r)-2,5-diethyl-4-[(4-fluorophenyl)(1,2-oxazol-3-yl)methyl]piperazin-1-yl]-5-methyl-6-oxo-5,6-dihydro-1,5-naphthyridine-2-carbonitrile C(C)[C@@H]1N(C[C@H](N(C1)C(C1=NOC=C1)C1=CC=C(C=C1)F)CC)C1=CC(N(C=2C=CC(=NC12)C#N)C)=O